1,3-dimethyl-4-[2-(methylsulfonyl)-4-(trifluoromethyl)benzoyl]-1H-pyrazol-5-yl-1,3-dimethyl-1H-pyrazol-4-carboxylat CN1N=C(C(=C1C1=C(C(=NN1C)C)C(=O)[O-])C(C1=C(C=C(C=C1)C(F)(F)F)S(=O)(=O)C)=O)C